C1(CC1)S(=O)(=O)C1=CC=C(C=C1)C1=CC2=NC=C(C=C2N1C)C1CCNCC1 (4-Cyclopropylsulfonylphenyl)-1-methyl-6-(4-piperidinyl)pyrrolo[3,2-b]pyridine